methyl (2E)-5-(methylsulfanyl)-4,5-dioxopent-2-enoate CSC(C(/C=C/C(=O)OC)=O)=O